C(C)(C)(C)C1=C(C=CC(=C1)C(C)(C)C)OP([O-])C1=CC=C(C=C1)C1=CC=C(C=C1)P([O-])[O-] (2,4-di-tert-butyl phenyl)[1,1-biphenyl]-4,4'-diylbisphosphonite